C(C)OC(=O)C1CN(CCC1)C1=CC(=C(C=C1)OC)C(=O)OC(C)(C)C 1-(3-(tert-Butoxycarbonyl)-4-methoxyphenyl)piperidine-3-carboxylic acid ethyl ester